C(#N)C=1C=CC(=NC1)N1[C@H]2CN(CC1CC2)C(=O)C2CC(C2)NC(OC(C)(C)C)=O tert-butyl ((1R,3r)-3-(8-(5-cyanopyridin-2-yl)-3,8-diazabicyclo[3.2.1]octane-3-carbonyl)cyclobutyl)carbamate